C(CCCCCCCCC(=O)OC(CCCC)CCCC)(C(=O)OCC1=CC=CC=C1)C(=O)OCC1=CC=CC=C1 1,1-dibenzyl 9-(nonan-5-yl) nonane-1,1,9-tricarboxylate